(R)-2-(3-fluoro-5-fluoropyridin-2-yl)-4-butyl-4-methyl-4,5-dihydrooxazole FC=1C(=NC=C(C1)F)C=1OC[C@@](N1)(C)CCCC